C(C)OC1=C(C=C(C=N1)CNC(C1=C(C=CC(=C1)B1OC(C(O1)(C)C)(C)C)F)=O)F N-((6-Ethoxy-5-fluoropyridin-3-yl)methyl)-2-fluoro-5-(4,4,5,5-tetramethyl-1,3,2-dioxaborolan-2-yl)benzamide